methyl 2-[4-bromo-2-[2-[5-[(6-chloro-2-pyridyl)oxymethyl]-2-cyano-phenyl]ethoxymethyl]phenyl]acetate BrC1=CC(=C(C=C1)CC(=O)OC)COCCC1=C(C=CC(=C1)COC1=NC(=CC=C1)Cl)C#N